ClC1=CC=C(OC2=CC=C(C=C2)N=C=O)C=C1 4-(4-chlorophenoxy)phenyl isocyanate